CCCCCCCCCCCCCCCCCCCCCC(=O)OC[C@@]1([C@H]([C@@H]([C@H](O1)CO)OC(=O)CCCCCCCCCCCCCCCCCCCCC)OC(=O)CCCCCCCCCCCCCCCCCCCCC)O[C@@H]2[C@@H]([C@H]([C@@H]([C@H](O2)CO)O)O)O Sucrose tribehenate